1-(2-methoxyethyl)-N-(7-methyl-[1,2,4]triazolo[1,5-a]pyridin-6-yl)-3-(tetrahydro-2H-pyran-4-yl)-1H-pyrazolo[4,3-d]pyrimidin-5-amine COCCN1N=C(C=2N=C(N=CC21)NC=2C(=CC=1N(C2)N=CN1)C)C1CCOCC1